4-(4'-dimethylaminoazophenyl)benzoic acid CN(N=NC1=CC=C(C=C1)C1=CC=C(C(=O)O)C=C1)C